CC1C=2N(C3=C(C=N1)C=C(C=C3)C(F)(F)F)N=CN2 4-methyl-8-(trifluoromethyl)-4H-[1,2,4]triazolo[1,5-a][1,4]benzodiazepine